(4-bromo-3-fluorophenyl)boric acid BrC1=C(C=C(C=C1)OB(O)O)F